F[C@H]1CN(CC[C@H]1OC([2H])([2H])[2H])C1=NC=CC=N1 2-((3S,4R)-3-fluoro-4-(methoxy-d3)piperidin-1-yl)pyrimidin